C(C)(C)(C)C1OC2(CN(C1)C1CC(C1)OC1=CC(=C(C=C1)C(=O)OC)OC)CCNCC2 tert-butyl-4-[3-(3-methoxy-4-methoxycarbonyl-phenoxy)cyclobutyl]-1-oxa-4,9-diazaspiro[5.5]undecane